2-[(methylsulfonyl)oxy]butanoic acid ethyl ester C(C)OC(C(CC)OS(=O)(=O)C)=O